Ethyl (Z)-3-((3-butyl-3-methyl-7-(methylthio)-1,1-dioxido-5-phenyl-2,3,4,5-tetrahydro-1,5-benzothiazepin-8-yl)oxy)-2-fluoroacrylate C(CCC)C1(CS(C2=C(N(C1)C1=CC=CC=C1)C=C(C(=C2)O\C=C(\C(=O)OCC)/F)SC)(=O)=O)C